3,6-di-tert-butyl-9-(4-(2,4,5-tris(4-bromophenyl)-1H-imidazol-1-yl)phenyl)-9H-carbazole C(C)(C)(C)C=1C=CC=2N(C3=CC=C(C=C3C2C1)C(C)(C)C)C1=CC=C(C=C1)N1C(=NC(=C1C1=CC=C(C=C1)Br)C1=CC=C(C=C1)Br)C1=CC=C(C=C1)Br